COC1=C(C=CC=C1C(F)(F)F)[C@H]1[C@@H](O[C@]([C@@H]1C)(C(F)(F)F)C)C(=O)NC1=CC(=NC=C1)C(=O)N (2R,3S,4R,5R)-4-[[3-[2-Methoxy-3-(trifluoromethyl)phenyl]-4,5-dimethyl-5-(trifluoromethyl)tetrahydrofuran-2-carbonyl]amino]pyridin-2-carboxamid